CC1=C(C#N)C=CC=C1[C@@H](C)NC1=C2C(=C(N=N1)C)C=NC(=C2)N2[C@H]1CN([C@H]1CC2)C 2-methyl-3-((R)-1-((4-methyl-7-((1S,5S)-6-methyl-2,6-diazabicyclo[3.2.0]heptan-2-yl)pyrido[3,4-d]pyridazin-1-yl)amino)ethyl)benzonitrile